N1N=CC(=C1)C1=NC=CC(=C1)OC1=C(C=C(C=C1)NC(=O)NC1=CC(=NN1C=1C=C2C=CC=NC2=CC1)C(C)C)C 1-(4-(2-(1H-pyrazol-4-yl)pyridin-4-yloxy)-3-methylphenyl)-3-(3-isopropyl-1-(quinolin-6-yl)-1H-pyrazol-5-yl)urea